[Cl-].C(=[NH2+])N.[Sn] tin formamidinium chloride